N-tert-butyl-4-[(7-hydroxyindan-1-carbonyl)amino]pyridine-2-carboxamide C(C)(C)(C)NC(=O)C1=NC=CC(=C1)NC(=O)C1CCC2=CC=CC(=C12)O